bis(4-methylbenzoyl)methane CC1=CC=C(C(=O)CC(C2=CC=C(C=C2)C)=O)C=C1